N-(6-(4-Methylpiperazin-1-yl)pyridin-3-yl)-5-(quinolin-6-yl)-7H-pyrrolo[2,3-d]pyrimidin-2-amine CN1CCN(CC1)C1=CC=C(C=N1)NC=1N=CC2=C(N1)NC=C2C=2C=C1C=CC=NC1=CC2